methyl 2-[5-fluoro-2-methoxy-4-[[[2-[1-(trifluoromethyl)cyclopropyl]-1-(2-trimethylsilylethoxymethyl) benzimidazole-5-carbonyl]amino]methyl]phenyl]-2-methyl-propanoate FC=1C(=CC(=C(C1)C(C(=O)OC)(C)C)OC)CNC(=O)C1=CC2=C(N(C(=N2)C2(CC2)C(F)(F)F)COCC[Si](C)(C)C)C=C1